O1COC2=C1C=CC(=C2)CC(C)N(C(OCCCCC)=O)C pentyl (1-(benzo[d][1,3]dioxol-5-yl)propan-2-yl)(methyl)carbamate